BrC1=C(C=CC=C1)C(CCC(CNC(OC(C)(C)C)=O)C(F)(F)F)=O tert-Butyl (5-(2-bromophenyl)-5-oxo-2-(trifluoromethyl)pentyl)carbamate